3-(1H-indol-3-yl)-4-oxo-1-(pyrimidin-5-ylmethyl)-4H-pyrido[1,2-a]pyrimidinium N1C=C(C2=CC=CC=C12)C1=C[N+](=C2N(C1=O)C=CC=C2)CC=2C=NC=NC2